CC=1NC(C=CC1N1CN(C2=CC(=CC=C2C1=O)C(F)(F)F)[C@H]1[C@H](COCC1)C)=O 3-(2-Methyl-6-oxo-1,6-dihydropyridin-3-yl)-1-((3R,4R)-3-methyltetrahydro-2H-pyran-4-yl)-7-(trifluoromethyl)-2,3-dihydroquinazolin-4(1H)-one